(2R,3R,4S)-2-[2-chloro-6-[(2-methyl-4-pyridyl)methylamino]purin-9-yl]tetrahydrothiophene ClC1=NC(=C2N=CN(C2=N1)[C@@H]1SCCC1)NCC1=CC(=NC=C1)C